4-amino-N,1-dimethyl-N-((3S)-6-methyl-2,3-dihydro-1-benzofuran-3-yl)-1H-pyrazolo[4,3-c]quinoline-8-carboxamide NC1=NC=2C=CC(=CC2C2=C1C=NN2C)C(=O)N([C@@H]2COC1=C2C=CC(=C1)C)C